C(\C=C/C(=O)[O-])(=O)OC(C)CCCC mono-sec-hexyl maleate